C(CC#C)C1=NN=CO1 5-(but-3-yn-1-yl)-1,3,4-oxadiazole